BrC1=CC=C(C=C1)C(CCC(=O)OC)=C(F)F methyl 4-(4-bromophenyl)-5,5-difluoropent-4-enoate